NC=1C=C(C=C(C1)C(F)(F)F)[C@@H](C)NC1=NN(C(C2=CC=C(C=C12)C1CN(CCC1)C)=O)C 4-(((R)-1-(3-Amino-5-(trifluoromethyl)phenyl)ethyl)amino)-2-methyl-6-(1-methylpiperidin-3-yl)phthalazine-1(2H)-one